N-(3-(6-(4-((4-cyanopyridin-2-yl)oxy)-2-fluorophenyl)quinazolin-8-yl)phenyl)acrylamide C(#N)C1=CC(=NC=C1)OC1=CC(=C(C=C1)C=1C=C2C=NC=NC2=C(C1)C=1C=C(C=CC1)NC(C=C)=O)F